N,N-dimethyl-2-[2-(2-propen-1-yloxy)ethoxy]-ethylamine CN(C)CCOCCOCC=C